C(C)(C)(C)OC(NC1(CC1)C1=NN(C=C1)C(F)F)=O.OC(CN1CC=CC=C1)CS(=O)(=O)O 1-(2-hydroxy-3-sulfopropyl)pyridine tert-Butyl-N-[1-[1-(difluoromethyl)pyrazol-3-yl]cyclopropyl]carbamate